1-(5-chloropiperidinyl)piperazine ClC1CCCN(C1)N1CCNCC1